N-((1R)-3-Cyano-3-azabicyclo[3.1.0]hexan-1-yl)-4-(3-(4-fluorophenoxy)pyridin-4-yl)benzamid C(#N)N1C[C@]2(CC2C1)NC(C1=CC=C(C=C1)C1=C(C=NC=C1)OC1=CC=C(C=C1)F)=O